C(C)(C)(C)OC(=O)N1C(CCCC1)=CC1=CC(=NC=C1)CO ((2-(hydroxymethyl)pyridin-4-yl)methylene)piperidine-1-carboxylic acid tert-butyl ester